2-(2-(4-(difluoromethylene)piperidin-1-yl)-5-ethyl-7-oxo-6-(piperazin-1-yl)-[1,2,4]triazolo[1,5-a]pyrimidin-4(7H)-yl)acetamide hydrochloride Cl.FC(=C1CCN(CC1)C1=NN2C(N(C(=C(C2=O)N2CCNCC2)CC)CC(=O)N)=N1)F